P(O)(O)=O.N1=C(N=CC2=CC=CC=C12)O AZA-QUINOLINOL PHOSPHONATE